FC=1C=C(C=CC1)N1N=C(C=C(C1=O)C(=O)N[C@@H]1[C@@H](CCCC1)O)C1=CC=C(C=C1)OC 2-(3-fluorophenyl)-N-[(1s,2r)-2-hydroxycyclohexyl]-6-(4-methoxyphenyl)-3-oxo-2,3-dihydropyridazine-4-carboxamide